FC([C@H]1COCCN1C=1C=C2C(=CC=NC2=CC1)C(=O)OC(C)(C)C)(F)F |o1:2| rel-tert-butyl (R)-6-(3-(trifluoromethyl)morpholino)-quinoline-4-carboxylate